tert-butyl 5-((tert-butoxy carbonyl)(5-cyanopyrazin-2-yl)amino)-3-((1S,3R)-3-((((2,5-dioxopyrrolidin-1-yl)oxy)carbonyl)oxy)cyclopentyl)-1H-pyrazole-1-carboxylate C(C)(C)(C)OC(=O)N(C1=CC(=NN1C(=O)OC(C)(C)C)[C@@H]1C[C@@H](CC1)OC(=O)ON1C(CCC1=O)=O)C1=NC=C(N=C1)C#N